FC1=CC=C(C=C1)NC(NC=1C=CC=C2CCC(OC12)C(=O)OC)=O methyl 8-(3-(4-fluorophenyl)ureido)chromane-2-carboxylate